2-(4-(trifluoromethyl)phenoxy)propionic acid FC(C1=CC=C(OC(C(=O)O)C)C=C1)(F)F